(spiro[3.3]heptan-2-yl)acetyl chloride C1C(CC12CCC2)CC(=O)Cl